2-(bromomethyl)-2-butyl-hexanoic acid BrCC(C(=O)O)(CCCC)CCCC